C(C)(=O)C1=NN(C2=C(C=C(C=C12)C=1C=NC(=NC1)C)C)CC(=O)N1[C@@H]2C[C@@]2(C[C@H]1C(=O)NCC1=C(C=CC=C1)C)C (1R,3S,5R)-2-(2-(3-acetyl-7-methyl-5-(2-methylpyrimidin-5-yl)-1H-indazol-1-yl)acetyl)-5-methyl-N-(2-methylbenzyl)-2-azabicyclo[3.1.0]hexane-3-carboxamide